2-[[7-bromo-3-(2-chloro-5-iodo-pyrimidin-4-yl)indol-1-yl]methoxy]ethyl-trimethyl-silane BrC=1C=CC=C2C(=CN(C12)COCC[Si](C)(C)C)C1=NC(=NC=C1I)Cl